O[C@H](CN1C=CC2=C1N=NC(=C2)C2=C(C=C(C=C2C)C(F)(F)F)O)C 2-{7-[(2S)-2-hydroxypropyl]-7H-pyrrolo[2,3-c]pyridazin-3-yl}-3-methyl-5-(trifluoromethyl)phenol